3-Chloro-1-(5-(5-chloro-6-isopropoxypyridin-3-yl)-1,2,4-oxadiazol-3-yl)-1H-indole ClC1=CN(C2=CC=CC=C12)C1=NOC(=N1)C=1C=NC(=C(C1)Cl)OC(C)C